P(=O)(OC[C@@H](COC(CCCCCCCCCCCCCCC)=O)OC(CCCCCCCCCCCCCCC)=O)(OC[C@H](COC[C@@H](CO)O)O)[O-] (2R)-2,3-bis(palmitoyloxy)propyl (2S)-3-{[(2R)-2,3-dihydroxypropyl] oxy}-2-hydroxypropyl phosphate